CN1CCN(CC1)C1=CC=C2C(=CNC2=C1)C([C@H](C1=CC=CC=C1)NCCC1=CC=C(C=C1)S(=O)(=O)N)=O |r| (S)- and (R)-4-(2-((2-(6-(4-methylpiperazin-1-yl)-1H-indol-3-yl)-2-oxo-1-phenyl-ethyl)amino)ethyl)benzenesulfonamide